7-(3,3-dimethylpiperidin-4-yl)-2-(4-phenoxyphenyl)-4,5,6,7-tetrahydropyrazolo[1,5-a]pyrimidine-3-carboxamide CC1(CNCCC1C1CCNC=2N1N=C(C2C(=O)N)C2=CC=C(C=C2)OC2=CC=CC=C2)C